FC1(C(C=2C(=CN(C2CC1)C=1C=CC(=C(C#N)C1)F)C(C(F)(F)F)(F)F)O)F 5-(5,5-difluoro-4-hydroxyl-3-(perfluoroethyl)-4,5,6,7-tetrahydro-1H-indol-1-yl)-2-fluorobenzonitrile